2-chloro-8-fluoro-6-vinylquinazoline ClC1=NC2=C(C=C(C=C2C=N1)C=C)F